2-chloro-3-(1-((6,6-difluorobicyclo[3.1.0]hexan-3-yl)methyl)-1H-pyrazol-4-yl)-6-methylpyridine ClC1=NC(=CC=C1C=1C=NN(C1)CC1CC2C(C2C1)(F)F)C